3-(3-bromophenyl)-2-[1-tert-butoxycarbonylpyrrolidin-3-yl]propanoic acid BrC=1C=C(C=CC1)CC(C(=O)O)C1CN(CC1)C(=O)OC(C)(C)C